imidazo[1',2':1,6]pyrido[2,3-d]pyrimidine-8-carboxamide N1=CN=CC2=C1N1C(C=C2)=NC(=C1)C(=O)N